O1CC(C1)=O oxetane-3-one